Diaminodioxane NC1(OCCOC1)N